N,N-dimethyl-4-({1'-[(oxan-4-yl)methyl]-1,2-dihydrospiro[indole-3,4'-piperidin]-1-yl}sulfonyl)benzene-1-sulfonamide CN(S(=O)(=O)C1=CC=C(C=C1)S(=O)(=O)N1CC2(CCN(CC2)CC2CCOCC2)C2=CC=CC=C12)C